6-cyano-1-(6-(3-(dimethylamino)azetidin-1-yl)pyridin-3-yl)-7-(1-(((3-fluoropyridin-2-yl)oxy)methyl)-7-azabicyclo[2.2.1]heptan-7-yl)-4-oxo-1,4-dihydroquinoline-3-carboxylic acid C(#N)C=1C=C2C(C(=CN(C2=CC1N1C2(CCC1CC2)COC2=NC=CC=C2F)C=2C=NC(=CC2)N2CC(C2)N(C)C)C(=O)O)=O